(dimethylamino)quinoline-2-formaldehyde CN(C)C=1C(=NC2=CC=CC=C2C1)C=O